(R)-2-[4-(6-Chlorobenzoxazol-2-yloxy)-phenoxy]-propionic acid ethyl ester C(C)OC([C@@H](C)OC1=CC=C(C=C1)OC=1OC2=C(N1)C=CC(=C2)Cl)=O